((4-((1H-indazol-5-yl)ethynyl)-[2,4'-bipyrimidin]-2'-yl)amino)-1-(pyrrolidin-1-yl)ethanone N1N=CC2=CC(=CC=C12)C#CC1=NC(=NC=C1)C1=NC(=NC=C1)NCC(=O)N1CCCC1